C(C)C1C2C3C4C=CC(C3(C(C1)C2)C(=O)NC2=CC=CC=C2)C4 8-ethylphenylaminocarbonyl-tetracyclo[4.4.0.12,5.17,10]-3-dodecene